NC1=CC(=C(C(=N1)C1CCC=2C(=NC=NC2C1)N1CCN(CC1)C(C=C)=O)C(F)(F)F)C 1-[4-[7-[6-amino-4-methyl-3-(trifluoromethyl)-2-pyridinyl]-5,6,7,8-tetrahydroquinazolin-4-yl]Piperazin-1-yl]Prop-2-en-1-one